BrC1=CN(C=2N=C(N=CC21)NCC2CC2)[C@@H]2CC[C@H](CC2)O trans-4-[5-bromo-2-[(cyclopropyl-methyl)amino]-7H-pyrrolo[2,3-d]pyrimidin-7-yl]cyclohexan-1-ol